2-(hydroxymethyl)-2-methylpropan-1,3-diylbis(4-ethylcyclohexane-1-carboxylate) OCC(CC1(CCC(CC1)CC)C(=O)[O-])(CC1(CCC(CC1)CC)C(=O)[O-])C